tert-butyl(2-(2H-1,2,3-triazol-2-yl)ethyl)carbamate C(C)(C)(C)OC(NCCN1N=CC=N1)=O